2-[(5,6-diphenyl-1,2,4-triazin-3-yl)oxy]-N-methyl-propanamide C1(=CC=CC=C1)C=1N=C(N=NC1C1=CC=CC=C1)OC(C(=O)NC)C